tert-Butyl 3-benzyl-3,8-diazabicyclo[3.2.1]octane-8-carboxylate C(C1=CC=CC=C1)N1CC2CCC(C1)N2C(=O)OC(C)(C)C